IC=1C=C(COC(C2=CC=C(C(=C2)C(F)(F)F)C=CC=2C(=C(C=CC2)C2=CC=CC=C2)C)C2(NCCCC2)C(=O)O)C=CC1 2-((3-Iodobenzyloxy)-4-(2-(2-methyl-[1,1'-biphenyl]-3-yl)ethenyl)-5-(Trifluoromethyl)benzyl)piperidine-2-carboxylic acid